(4-(5-chloro-2-ethoxybenzyl)morpholin-2-yl)methanamine difumarate C(\C=C\C(=O)O)(=O)O.C(\C=C\C(=O)O)(=O)O.ClC=1C=CC(=C(CN2CC(OCC2)CN)C1)OCC